O=C1NC(CCC1N1C(C2=CC=C(C=C2C1)NCCCCCC(=O)OC(C)(C)C)=O)=O tert-butyl 6-((2-(2,6-dioxopiperidin-3-yl)-1-oxoisoindolin-5-yl)amino)hexanoate